N-((R)-1-(3-(difluoromethyl)-2-fluorophenyl)ethyl)-1-(1-(difluoromethyl)cyclopropyl)-4-(((3S,4R)-3-fluoropiperidin-4-yl)amino)-6-oxo-1,6-dihydropyridine-3-carboxamide hydrochloride Cl.FC(C=1C(=C(C=CC1)[C@@H](C)NC(=O)C1=CN(C(C=C1N[C@H]1[C@H](CNCC1)F)=O)C1(CC1)C(F)F)F)F